C(CC(O)(C(=O)O)CC(=O)O)(=O)O.O1CCC2=C1C=C(C=C2)CN2CCC(CC2)(CCC2=CC=CC=C2)COCC 1-((2,3-dihydrobenzofuran-6-yl)methyl)-4-(ethoxymethyl)-4-phenethylpiperidine citrate